C1(CCC1)OC1=CC=2N(C=C1C(=O)NC=1C(N(C=CC1)[C@H]1[C@H](C1)F)=O)C=C(N2)C21COC(C2)(C1)C 7-cyclobutoxy-N-(1-((1R,2S)-2-fluorocyclopropyl)-2-oxo-1,2-dihydropyridin-3-yl)-2-(1-methyl-2-oxabicyclo[2.1.1]hexan-4-yl)imidazo[1,2-a]pyridine-6-carboxamide